7-amino-N-(2-amino-3-fluoro-4-((4-(trifluoromethyl)benzyl)amino)phenyl)heptanamide NCCCCCCC(=O)NC1=C(C(=C(C=C1)NCC1=CC=C(C=C1)C(F)(F)F)F)N